Cl.N1(CCCCCC1)S(=O)(=O)C1=CC=C(C=C1)CN[C@@H]1C[C@@H](CC1)N(C=1C2=C(N=CN1)SC(=C2)CC(F)(F)F)C (1R,3S)-N3-{[4-(azepane-1-sulfonyl)phenyl]methyl}-N1-methyl-N1-[6-(2,2,2-trifluoroethyl)thieno[2,3-d]pyrimidin-4-yl]cyclopentane-1,3-diamine hydrochloride